FC(C(=O)O)(F)F.ClC=1C=C2C=CN(C2=C(C1)C1=C2C(=NC=C1)C=C(S2)CN2C(N(C=CC2=O)C2CC2)=O)CC2(CCNCC2)C#N 4-((5-Chloro-7-(2-((3-cyclopropyl-2,6-dioxo-3,6-dihydropyrimidin-1(2H)-yl)methyl)Thieno[3,2-b]pyridin-7-yl)-1H-indol-1-yl)methyl)piperidine-4-carbonitrile trifluoroacetate